1-(2-(thieno[3,2-b]pyridine-7-carbonyl)-2-azaspiro[3.3]heptan-6-yl)-3-(5-(trifluoromethyl)pyridin-3-yl)urea S1C=CC2=NC=CC(=C21)C(=O)N2CC1(C2)CC(C1)NC(=O)NC=1C=NC=C(C1)C(F)(F)F